CN(C1=CC=C(C=C1)N(C1=CC=CC=C1)C)C1=CC=CC=C1 N,N'-dimethyl-N,N'-diphenyl-p-phenylenediamine